(2S,4S)-4-fluoro-1-[2-[4-[[2-(trifluoromethyl)-4-quinolinyl]oxy]-1-piperidinyl]acetyl]pyrrolidine-2-carbonitrile F[C@H]1C[C@H](N(C1)C(CN1CCC(CC1)OC1=CC(=NC2=CC=CC=C12)C(F)(F)F)=O)C#N